COC(CC1=CC=C(C(=O)O)C=C1)=O 4-(2-Methoxy-2-oxoethyl)benzoic acid